(S)-2-(3-chloro-4-methyl-6-oxopyridazin-1(6H)-yl)-3-cyclopropanoic acid methyl ester COC(=O)C1[C@H](C1)N1N=C(C(=CC1=O)C)Cl